FC(C1CC(C1)(O)C1=CC=2C(=NC(=CC2)C=2C=C3C(=NC2)N(N=N3)C)S1)F 3-(difluoromethyl)-1-(6-(3-methyl-3H-[1,2,3]triazolo[4,5-b]pyridin-6-yl)thieno[2,3-b]pyridin-2-yl)cyclobutanol